tert-butyl (1-(5-((3-(6-bromohexanoylamino)phenyl)thio)pyrazin-2-yl)-4-methylpyridin-4-yl)carbamate BrCCCCCC(=O)NC=1C=C(C=CC1)SC=1N=CC(=NC1)N1C=CC(C=C1)(C)NC(OC(C)(C)C)=O